BrC1=NN(C(=C1)C(=O)Cl)C1=NC=CC=C1Cl 3-bromo-1-(3-chloropyridine-2-yl)-1H-pyrazole-5-carbonyl chloride